ClC1=C(C=C(C=C1)NC1=NC(=NC=C1)NC1=CC=C(C=C1)N1CCN(CC1)C)OC N4-[4-Chloro-3-methoxyphenyl]-N2-[4-(4-methylpiperazin-1-yl)phenyl]pyrimidine-2,4-diamine